3-(2-(7-Chloro-1-(2-methoxyethyl)-1H-pyrazolo[4,3-b]pyridin-3-yl)pyridin-4-yl)-5-(trifluoromethyl)-1,2,4-oxadiazole ClC1=C2C(=NC=C1)C(=NN2CCOC)C2=NC=CC(=C2)C2=NOC(=N2)C(F)(F)F